5-[8-(fluoromethoxy)-1,2,3,4-tetrahydroisoquinoline-2-carbonyl]-6-methyl-N-(1-methylcyclopropyl)furo[2,3-d]pyrimidin-4-amine FCOC=1C=CC=C2CCN(CC12)C(=O)C1=C(OC=2N=CN=C(C21)NC2(CC2)C)C